C1(CC1)NC1=NC=CC(=N1)C1=C(N=C(S1)C1CCNCC1)C1=CC=C(C=C1)F cyclopropyl-{4-[4-(4-fluorophenyl)-2-piperidin-4-yl-thiazol-5-yl]pyrimidin-2-yl}amine